ClC1=CC2=C(NC(=N2)CNC=2C=3N(N=C(C2)N2CCN(CC2)C)C(=CN3)C=3C=NNC3)C=C1Cl N-((5,6-dichloro-1H-benzo[d]imidazol-2-yl)methyl)-6-(4-methylpiperazin-1-yl)-3-(1H-pyrazol-4-yl)imidazo[1,2-b]pyridazin-8-amine